[C@@H]12OC[C@@H](N(C1)C(/C=C/C=1C=NN3C1N(C(C(=C3O)C(=O)NC3CC3)=O)CC(C)C)=O)C2 3-((E)-3-((1S,4S)-2-Oxa-5-azabicyclo[2.2.1]heptan-5-yl)-3-oxoprop-1-en-1-yl)-N-cyclopropyl-7-hydroxy-4-isobutyl-5-oxo-4,5-dihydropyrazolo[1,5-a]pyrimidine-6-carboxamide